O.NC1=C2N=CN(C2=NC=N1)[C@@H]1O[C@@H]([C@H]([C@H]1O)O)CN(C(C)C)C1CC(C1)CCC1=NC2=C(N1)C=CC(=C2)C(C)(C)C (2R,3R,4S,5R)-2-(6-amino-9H-purin-9-yl)-5-((((1r,3S)-3-(2-(5-(tert-butyl)-1H-benzo[d]imidazol-2-yl)ethyl)cyclobutyl)(isopropyl)amino)methyl)tetrahydrofuran-3,4-diol hydrate